BrC1=CC=C(C=2C1=NSN2)N2C=1C=CC=CC1C(C1=CC=CC=C21)(C)C 7-bromo-4-(9,9-dimethylacridine-10(9H)-yl)benzo[c][1,2,5]thiadiazole